1H-indazole-4-formamide N1N=CC=2C(=CC=CC12)C(=O)N